N-((S)-(3-chloro-4-fluorophenyl)(5-chloro-6-(trifluoromethyl)pyridin-2-yl)methyl)-3-oxopiperazine-1-carboxamide ClC=1C=C(C=CC1F)[C@H](NC(=O)N1CC(NCC1)=O)C1=NC(=C(C=C1)Cl)C(F)(F)F